CON(C(=O)C1C2CCN(CC12)C(=O)OC(C)(C)C)C tert-butyl 7-(methoxy(methyl)carbamoyl)-3-azabicyclo[4.1.0]heptane-3-carboxylate